C(=O)C=1N=NN(C1)C1CCN(CC1)C(=O)OC(C)(C)C tert-butyl 4-(4-formyl-1H-1,2,3-triazol-1-yl)piperidine-1-carboxylate